methylaziridine-2-carboxamide CN1C(C1)C(=O)N